tert-Butyl 4-[[3-[[2-(5-chloro-2-hydroxy-phenyl) acetyl]amino]benzoyl]amino]-4-methylpiperidine-1-carboxylate ClC=1C=CC(=C(C1)CC(=O)NC=1C=C(C(=O)NC2(CCN(CC2)C(=O)OC(C)(C)C)C)C=CC1)O